3-(1-amino-2-methylpropan-2-yl)-N-(2-((4-(3-((((1R,4R)-4-hydroxycyclohexyl)oxy)methyl)phenyl)thiazol-2-yl)amino)-2-oxoethyl)benzamide NCC(C)(C)C=1C=C(C(=O)NCC(=O)NC=2SC=C(N2)C2=CC(=CC=C2)COC2CCC(CC2)O)C=CC1